OCC1=CC=C(C=C1)[C@H](C)NC=1N=CC2=C(N1)N(C(C=C2)=O)CC(C)(C)O 2-({(1S)-1-[4-(hydroxymethyl)phenyl]ethyl}amino)-8-(2-hydroxy-2-methylpropyl)pyrido[2,3-d]pyrimidin-7(8H)-one